sodium hydroxide hemihydrate O.[OH-].[Na+].[Na+].[OH-]